N-p-toluenesulfonyl-N'-p-butoxyphenylurea CC1=CC=C(C=C1)S(=O)(=O)NC(=O)NC1=CC=C(C=C1)OCCCC